C1(CCCCC1)CCCC(=O)[O-] 4-cyclohexylbutyrat